O=C1NC=2C=C(C=CC2C2C1C2)C=O 2-Oxo-1a,2,3,7b-tetrahydro-1H-cyclopropa[c]quinoline-5-carbaldehyde